ClC1=C(N(C)C)C=CC(=C1)C(F)(F)F 2-chloro-4-trifluoromethyl-N,N-dimethylaniline